methyl-pyrazolo[3,4-b]pyridine CC1=NNC2=NC=CC=C21